CC(C(CCCC)=O)=O.[Al] aluminum heptanedione